ClC1=C(C(=C(C=C1OC)OC)Cl)C1=CC2=C(N=C(N=C2)N[C@@H]2COCC[C@@H]2NC(C=C)=O)C(=N1)NCC=1C=NN(C1)C N-((3S,4S)-3-((6-(2,6-dichloro-3,5-di-methoxyphenyl)-8-(((1-methyl-1H-pyrazol-4-yl)methyl)amino)pyrido[3,4-d]pyrimidin-2-yl)amino)tetrahydro-2H-pyran-4-yl)acrylamide